7-[4-(trifluoromethoxy)phenyl]-3,7-dihydro-4H-pyrrolo[2,3-d]pyrimidin-4-one FC(OC1=CC=C(C=C1)N1C=CC2=C1N=CNC2=O)(F)F